ClC1=CC=C(C=C1)\C(=C(/CC)\C1=CC=CC=C1)\C1=CC=C(OCCN2CCN(CC2)CCCNC([O-])=O)C=C1 (E)-(3-(4-(2-(4-(1-(4-chlorophenyl)-2-phenylbut-1-en-1-yl)phenoxy)ethyl)piperazin-1-yl)propyl)carbamate